2,2,2-trifluoroethyl (Z)-3-aminobut-2-enoate N\C(=C/C(=O)OCC(F)(F)F)\C